methyl 2-(5-fluoro-1,3-benzoxazol-2-ylamino)-6-methoxy-1,3-benzoxazole-5-carboxylate FC=1C=CC2=C(N=C(O2)NC=2OC3=C(N2)C=C(C(=C3)OC)C(=O)OC)C1